5-oxindolylacetic acid N1C(CC2=CC(=CC=C12)CC(=O)O)=O